ClC1=CC=C(C(=O)OOC(C2=CC=C(C=C2)Cl)=O)C=C1 bis-(4-chlorobenzoyl) peroxide